(2S,3S,5R)-3-(((3,4-dihydroxyphenyl)amino)methyl)-3-methyl-7-oxo-4-thia-1-azabicyclo[3.2.0]heptane-2-carboxylic acid 4,4-dioxide OC=1C=C(C=CC1O)NC[C@]1([C@@H](N2C(C[C@H]2S1(=O)=O)=O)C(=O)O)C